ClC1=C(C=CC=C1)C1=C2N(C(=NC1)NCCS(=O)(=O)C)C=CC(=C2)C(F)(F)F 4-(2-Chlorophenyl)-1-(2-methanesulfonylethylamino)-6-(trifluoromethyl)-3H-pyrido[1,2-c]pyrimidine